7-(3-(1,3-dimethyl-1H-pyrazol-5-yl)-7,8-dihydro-1,6-naphthyridin-6(5H)-yl)-8-methyl-4H-pyrimido[1,2-b]pyridazin-4-one CN1N=C(C=C1C=1C=NC=2CCN(CC2C1)C=1C(=CC=2N(N1)C(C=CN2)=O)C)C